C(C=C)OC1=CC=C(C=C1)C=1C(=CC=CC1)N 4'-allyloxybiphenyl-2-amine